N-((1-(2,4-difluorobenzyl)cyclopentyl)methyl)-1-methyl-5-oxo-4,5-dihydro-1H-1,2,4-triazole-3-carboxamide FC1=C(CC2(CCCC2)CNC(=O)C2=NN(C(N2)=O)C)C=CC(=C1)F